1-[[2-(trimethylsilyl)ethoxy]methyl]pyrazin-2(1H)-one C[Si](CCOCN1C(C=NC=C1)=O)(C)C